N1(CCOCC1)C1=CC=C2C(=N1)NC=C2C2=NC(=NC=C2C(F)(F)F)C2NCC21C(CC1)N (4-(6-morpholinyl-1H-pyrrolo[2,3-b]pyridin-3-yl)-5-(trifluoromethyl)pyrimidin-2-yl)-2-azaspiro[3.3]heptane-5-amine